BrC1=C(C(=C(C(=C1CCC1=C(C(=C(C(=C1Br)Br)Br)Br)Br)Br)Br)Br)Br 1,2-di(pentabromophenyl)ethane